[Cu].S1C(=NC2=C1C=CC=C2)C2=C(SC=1CNCCC12)NC(CCN[C@@H](C)CC)=O (S)-N-(3-(benzo[d]thiazol-2-yl)-4,5,6,7-tetrahydrothieno[2,3-c]pyridin-2-yl)-3-(sec-butylamino)propanamide copper